OC1CN(C1)C(=O)[O-] 3-hydroxyazetidin-1-carboxylate